tert-butyl (S)-(3-(benzyloxy)-1-(methylamino)-1-oxopropan-2-yl)carbamate C(C1=CC=CC=C1)OC[C@@H](C(=O)NC)NC(OC(C)(C)C)=O